N[C@@H](CC1=NN=C(S1)C1=CC=C(C(=O)OC)C=C1)C(=O)NCCCCCC methyl (S)-4-(5-(2-amino-3-(hexylamino)-3-oxopropyl)-1,3,4-thiadiazol-2-yl)benzoate